(3S,4aS,8aS)-2-[(2R)-3-(4-chlorophenyl-benzylamino)-2-hydroxypropyl]decahydroisoquinoline ClC1=CC=C(C=C1)N(C[C@@H](CN1C[C@H]2CCCC[C@H]2CC1)O)CC1=CC=CC=C1